C1(=CC(=CC=C1)C(C(=O)O)C(CC(=O)O)C=1C=C(C=CC1)C)C 2,3-bis(3-tolyl)glutaric acid